C1(CCC1)NC(C1=NC(=C(C=C1)N1CCN(CC1)CC1=CC=2C3=C(N(C(NC3=C1)=O)CC)N=CN2)C)=O N-cyclobutyl-5-(4-((3-ethyl-2-oxo-2,3-dihydro-1H-pyrimido[4,5,6-de]quinazolin-8-yl)methyl)piperazin-1-yl)-6-methylpicolinamide